3-(4-chlorophenyl)N-[(1S,2R)-2-hydroxycyclopentyl]-6-oxo-6H-1,4'-bipyridazine-5-carboxamide ClC1=CC=C(C=C1)C1=NN(C(C(=C1)C(=O)N[C@@H]1[C@@H](CCC1)O)=O)C1=CN=NC=C1